(5-(trifluoromethyl)-1H-imidazol-2-yl)benzonitrile FC(C1=CN=C(N1)C1=C(C#N)C=CC=C1)(F)F